Dipalmitoyl-glycerol C(CCCCCCCCCCCCCCC)(=O)C(C(C(O)C(CCCCCCCCCCCCCCC)=O)O)O